NC=1C(N(C(NC1N)=O)C)=O 5,6-diamino-3-methylpyrimidine-2,4(1H,3H)-dione